[Re].[Ru] Ruthenium-Rhenium